BrC=1C(=C(NC1C)C(=O)O)C1=CC=C(C=C1)OC 4-bromo-3-(4-methoxyphenyl)-5-methyl-1H-pyrrole-2-carboxylic acid